COC=1C=C2C(=NC(=NC2=CC1OCCCN1CCCCC1)N1CCN(CCC1)C)NC1CCN(CC1)C 6-methoxy-2-(4-methyl-1,4-diazepan-1-yl)-N-(1-methylpiperidin-4-yl)-7-(3-(piperidin-1-yl)propoxy)quinazolin-4-amine